tert-butyl (R)-((3-fluorobicyclo[1.1.1]pentan-1-yl)methyl)(1-(6-(3-((6-(pyrrolidin-1-yl)pyrazin-2-yl)carbamoyl)oxetan-3-yl)pyridin-3-yl)piperidin-3-yl)carbamate FC12CC(C1)(C2)CN(C(OC(C)(C)C)=O)[C@H]2CN(CCC2)C=2C=NC(=CC2)C2(COC2)C(NC2=NC(=CN=C2)N2CCCC2)=O